C(C)(C)(C)N1CCN(CC1)C1=CC(=CC(N1C)=O)C1=NC(=CC(=C1OCOC)C1=CC(=C(C=C1)N1C(N(C=C1)C)=O)Cl)C 6'-(4-(tert-butyl)piperazin-1-yl)-4-(3-chloro-4-(3-methyl-2-oxo-2,3-dihydro-1H-imidazol-1-yl)phenyl)-3-(methoxymethoxy)-1',6-dimethyl-[2,4'-bipyridin]-2'(1'H)-one